C(OC=1C(=NC=CC1OC)C(N[C@H](C(=O)N[C@H](C(C1=CC=C(C=C1)OC)C1=CC=C(C=C1)OC)C)CC(C)C)=O)(OCC(C)C)=O 2-(((S)-1-(((S)-1,1-bis(4-methoxyphenyl)propan-2-yl)amino)-4-methyl-1-oxopentan-2-yl)carbamoyl)-4-methoxypyridin-3-yl isobutyl carbonate